Methyl 2,3-difluoro-4-((2-methoxyethyl) amino)-5-nitrobenzoate FC1=C(C(=O)OC)C=C(C(=C1F)NCCOC)[N+](=O)[O-]